(1s,4s)-4-(2-fluoro-4-methoxy-5-((4-(((1-methylcyclobutyl)methyl)carbamoyl)pyridin-3-yl)carbamoyl)phenoxy)-1-methylcyclohexane-1-carboxylic acid FC1=C(OC2CCC(CC2)(C(=O)O)C)C=C(C(=C1)OC)C(NC=1C=NC=CC1C(NCC1(CCC1)C)=O)=O